9-(1-(2-hydroxyethyl)piperidin-4-yl)-7-methyl-2-((7-methylquinolin-6-yl)amino)-7,9-dihydro-8H-purin-8-one OCCN1CCC(CC1)N1C2=NC(=NC=C2N(C1=O)C)NC=1C=C2C=CC=NC2=CC1C